C(C(C)(C)C)[Si] neopentylsilicon